4-(3-(1H-benzo[d]imidazol-2-yl)piperidin-1-yl)-6-isopropylpyrimidin-2-amine N1C(=NC2=C1C=CC=C2)C2CN(CCC2)C2=NC(=NC(=C2)C(C)C)N